phosphine trichlorate Cl(=O)(=O)O.Cl(=O)(=O)O.Cl(=O)(=O)O.P